2-amino-6-chloro-9H-purine NC1=NC(=C2N=CNC2=N1)Cl